[Si](C)(C)(C)[Cu] TMScopper